FC1=CC=C(C=C1)C(CBr)=O p-fluorobromoacetophenone